N1C(=NC2=C1C=CC=C2)C2=CC(=NN2C)NC(=O)C2=NC=C(N=C2)N2CCC(CC2)N2CCOCC2 N-[5-(1H-benzimidazol-2-yl)-1-methyl-pyrazol-3-yl]-5-(4-morpholino-1-piperidyl)pyrazine-2-carboxamide